ClC=1C=C2C(=CC(=NC2=CC1)C(F)(F)F)NN1C[C@@H](CCC1)NC(C1=CC(=CC=C1)NS(=O)(=O)C(C)C)=O (R)-N-(1-((6-chloro-2-(trifluoromethyl)quinolin-4-yl)amino)piperidin-3-yl)-3-((1-methylethyl)sulfonamido)benzamide